CCC(CC)C1=CC=C(OC2=NC=C(C(=O)N)C=C2)C=C1 6-(4-(pentan-3-yl)phenoxy)nicotinamide